(8s)-4-(2-(6-methylpyridin-2-yl)-6,7-dihydropyrido[2,3-d]pyrimidin-8(5H)-yl)pyridin-2-amine CC1=CC=CC(=N1)C=1N=CC2=C(N1)N(CCC2)C2=CC(=NC=C2)N